BrC1=CC(=C(CC=2OC=CN2)C=C1)F 2-(4-bromo-2-fluorobenzyl)oxazole